C(C)(C)(C)OC(=O)N1[C@@H](CN([C@H](C1)C)C=1C2=C(N=CN1)N(C=C2C(F)(F)F)S(=O)(=O)CC2=CC=CC=C2)C (2R,5S)-2,5-dimethyl-4-(7-toluenesulfonyl-5-(trifluoromethyl)-7H-pyrrolo[2,3-d]pyrimidin-4-yl)piperazine-1-carboxylic acid tert-butyl ester